1-(3,5-dichlorophenyl)-N-ethyl-N-(ethanesulfonyl)-7-methoxy-8-(1-methyl-1H-pyrazol-3-yl)-1,4-dihydrobenzopyrano[4,3-c]pyrazole-3-carboxamide ClC=1C=C(C=C(C1)Cl)N1N=C(C2=C1C1=C(OC2)C=C(C(=C1)C1=NN(C=C1)C)OC)C(=O)N(S(=O)(=O)CC)CC